2,6-bis(benzyloxy)-2'-oxo-[3,4'-bipyridin] C(C1=CC=CC=C1)OC1=NC(=CC=C1C1=CC(NC=C1)=O)OCC1=CC=CC=C1